3-(trifluoromethylphenyl)propan-2-one FC(F)(F)C1=C(C=CC=C1)CC(C)=O